FC1=CC=C(C=C1)N1N(C=C(C1=O)C(=O)N)C 2-(4-fluorophenyl)-1-methyl-3-oxo-2,3-dihydro-1H-pyrazole-4-carboxamide